N-(2-(1H-1,2,4-triazol-1-yl)ethyl)-6-fluoro-2-phenyl-9H-carbazol-3-amine N1(N=CN=C1)CCNC=1C(=CC=2NC3=CC=C(C=C3C2C1)F)C1=CC=CC=C1